NC=1N=NC(=CC1N1CC2CCC(C1)N2C2=CC(=NC=C2)C#CCN2CC1(CC1C2)O)C2=C(C=CC=C2)OCOC 3-(3-(4-(3-(3-amino-6-(2-(methoxymethoxy)phenyl)pyridazin-4-yl)-3,8-diazabicyclo[3.2.1]octan-8-yl)pyridin-2-yl)prop-2-yn-1-yl)-3-azabicyclo[3.1.0]hexan-1-ol